8-tert-butyl-2-(2,2,2-trifluoroethoxy)chromone C(C)(C)(C)C=1C=CC=C2C(C=C(OC12)OCC(F)(F)F)=O